ClC1=C(C=C(CNC(N([C@H]2CN(CCC2)C=2N=NC=C(C2)C(F)(F)F)C)=O)C=C1)C (R)-3-(4-chloro-3-methylbenzyl)-1-methyl-1-(1-(5-(trifluoromethyl)pyridazin-3-yl)piperidin-3-yl)urea